C(C)(C)N1N=C(N=C1C1[C@H]2CC(C[C@@H]12)N1CCOCCC1)C=1C=NC(=CC1)C(F)(F)F 4-((1R,3s,5S,6r)-6-(1-isopropyl-3-(6-(trifluoromethyl)pyridin-3-yl)-1H-1,2,4-triazol-5-yl)bicyclo[3.1.0]hexan-3-yl)-1,4-oxaazepane